IC=1C=NN(C1C)CC1(CCCCCC1)OCC(CO)O 3-(1-((4-iodo-5-methyl-1H-pyrazol-1-yl)methyl)cycloheptyloxy)propane-1,2-diol